2-(3-(2-(7,8-Dimethyl-[1,2,4]triazolo[1,5-a]pyridin-6-yl)-3-isopropyl-1H-indol-5-yl)azetidin-1-yl)acetonitril CC1=C(C=2N(C=C1C=1NC3=CC=C(C=C3C1C(C)C)C1CN(C1)CC#N)N=CN2)C